7,8-dihydro-6H-pyrimido[5,4-b][1,4]oxazin N1=CN=CC=2OCCNC21